4-benzyl-5-((4-ethylpiperazin-1-yl)methyl)piperidine-2,4-diamine C(C1=CC=CC=C1)C1(CC(NCC1CN1CCN(CC1)CC)N)N